C(CCCCCCCCCCC)N(CCCCCCCCCCCC)CCCCCCCCCCCC N,N-bisdodecyl-1-dodecylamine